[N+](=O)([O-])C1=CC2=C(N(N=N2)C(C)C)C=C1 5-nitro-1-(prop-2-yl)benzo[d][1,2,3]triazole